(2R)-2-((8R,9aS)-8-amino-1-oxo-5-phenethylhexahydro-1H-pyrrolo[1,2-a][1,4]diazepin-2(3H)-yl)-N-(3,4-dichlorobenzyl)-4-(5-methyl-4H-1,2,4-triazol-3-yl)butanamide N[C@@H]1C[C@@H]2N(C(CCN(C2=O)[C@@H](C(=O)NCC2=CC(=C(C=C2)Cl)Cl)CCC2=NN=C(N2)C)CCC2=CC=CC=C2)C1